COC=1C=C(C=C(C1)OC)C1=CC=C(C=C1)N1C=NC2=C1C=C(C=C2)C2=CC=C(C=C2)NC(=O)NCCN(C)C 1-(4-(1-(3',5'-dimethoxy-[1,1'-biphenyl]-4-yl)-1H-benzo[d]imidazol-6-yl)phenyl)-3-(2-(dimethylamino)ethyl)urea